ClC=1C=C(C=CC1)C1(CC1)C(=O)N1[C@@H]([C@H]2C([C@H]2C1)(C)C)C(=O)N[C@H](CO)C[C@H]1C(NCC1)=O (1R,2S,5S)-3-(1-(3-chlorophenyl)cyclopropanecarbonyl)-N-((S)-1-hydroxy-3-((S)-2-oxopyrrolidin-3-yl)propan-2-yl)-6,6-dimethyl-3-azabicyclo[3.1.0]hexane-2-carboxamide